(S)-1-(2-((2,2'-dichloro-3'-((3-((3-fluoroazetidin-1-yl)methyl)-1,7-naphthyridin-8-yl)amino)-[1,1'-biphenyl]-3-yl)carbamoyl)-4,5,6,7-tetrahydropyrazolo[1,5-a]pyridin-4-yl)piperidine ClC1=C(C=CC=C1NC(=O)C1=NN2C([C@H](CCC2)N2CCCCC2)=C1)C1=C(C(=CC=C1)NC=1N=CC=C2C=C(C=NC12)CN1CC(C1)F)Cl